C1(=CC=CC=C1)C(C(=O)O)CC#N.C(CCC=C)(=O)N (pent-4-enamide) 2-phenyl-cyanomethyl-acetate